4-morpholino-7H-pyrrolo[2,3-d]pyrimidin O1CCN(CC1)C=1C2=C(N=CN1)NC=C2